6,7-difluoro-5-[4-fluoro-3-[4-[(4S)-4-methylchroman-4-yl]-1H-imidazol-2-yl]phenoxy]-4-methylsulfinyl-1H-indole FC1=C(C(=C2C=CNC2=C1F)S(=O)C)OC1=CC(=C(C=C1)F)C=1NC=C(N1)[C@]1(CCOC2=CC=CC=C12)C